4-methyl-5-[1-(trifluoromethyl)cyclopropyl]thiazol-2-amine CC=1N=C(SC1C1(CC1)C(F)(F)F)N